N[C@@H](C(=O)NCCCOC1=CC=C(C=C1)[C@@H](C(N[C@H](CCCN\C(=N/C(NCCNC(CC)=O)=O)\N)C(NCC1=C(C=C(C=C1F)O)F)=O)=O)N1CC2=CC=CC=C2C1)CC(=O)N (R)-2-amino-N1-(3-(4-((1S,4R,Z)-9-amino-4-((2,6-difluoro-4-hydroxybenzyl)carbamoyl)-1-(isoindolin-2-yl)-2,11,16-trioxo-3,8,10,12,15-pentaazaoctadec-9-en-1-yl)phenoxy)propyl)succinamide